O=C1NC(CCC1N1C(C2=CC=C(C=C2C1=O)OC1CNCCC1)=O)=O 2-(2,6-dioxopiperidin-3-yl)-5-(piperidin-3-yloxy)isoindoline-1,3-dione